NC1=NC(=NC=C1OC1=CC(=NC=C1C(C)C)Cl)NC(CO)CO 2-((4-amino-5-((2-chloro-5-isopropylpyridin-4-yl)oxy)pyrimidin-2-yl)amino)propane-1,3-diol